C(C=C)(=O)OC(C)O[Si](OCC)(CC)CCC acryloyloxy-propyl-ethyldiethoxysilane